CN1C=2C=CC(=NC2C(=C(C1=O)C#N)N1C[C@H](N(CC1)C(C)C1=CC=C(C=C1)C(F)(F)F)C)C#N 5-Methyl-8-[(3R)-3-methyl-4-{1-[4-(trifluoromethyl)phenyl]ethyl}piperazin-1-yl]-6-oxo-5,6-dihydro-1,5-naphthyridin-2,7-dicarbonitril